C1CNCCC12CCC(CC2)O 3-azaspiro[5.5]undecan-9-ol